(S)-3-((tert-butoxycarbonyl)amino)-2-phenylpropanoic acid C(C)(C)(C)OC(=O)NC[C@@H](C(=O)O)C1=CC=CC=C1